CC12OC3=CC(=CC(=C3[C@@H]([C@@H](CC1)C(=C)C)C2)O)CCC (1R,12R)-9-Methyl-12-prop-1-en-2-yl-5-propyl-8-oxatricyclo[7.3.1.02,7]trideca-2,4,6-trien-3-ol